(3R)-1-[(5,6-dimethoxypyridin-3-yl)methyl]-3-(2-isopropyl-phenyl)piperazine COC=1C=C(C=NC1OC)CN1C[C@H](NCC1)C1=C(C=CC=C1)C(C)C